NCC(C(=O)NC=1C=CC=C2C(=CNC12)C=1C=NNC1)C1=CC=C(C=C1)OC 3-amino-2-(4-methoxyphenyl)-N-[3-(1H-pyrazol-4-yl)-1H-indol-7-yl]propanamide